C(C)(=O)N1[C@H]([C@@H]([C@H](C2=CC(=CC=C12)C1=CCN(CC1)C(=O)OC(C)(C)C)NC1=CC=C(C=C1)C(NC)=O)C)C1CC1 |r| rac-tert-Butyl 4-((2S,3R,4R)-1-acetyl-2-cyclopropyl-3-methyl-4-((4-(methylcarbamoyl)phenyl)amino)-1,2,3,4-tetrahydroquinolin-6-yl)-5,6-dihydropyridine-1(2H)-carboxylate